3,6-di(but-3-ene-1-yl)-1,4-dioxane-2,5-dione C(CC=C)C1C(OC(C(O1)=O)CCC=C)=O